F[C@@H]1CN(C[C@@H]1NC)C=1N=CC(=NC1)C(=O)N 5-((3r,4s)-3-fluoro-4-(methylamino)pyrrolidin-1-yl)pyrazine-2-carboxamide